Sec-butyl-meta-xylylenediamine C(C)(CC)NCC=1C=C(C=CC1)CN